N1(CCC1)CC1(CC1)NC(C(C)N1C=CC2=C(C=CC(=C12)C)F)=O N-(1-(azetidin-1-ylmethyl)cyclopropyl)-2-(4-fluoro-7-methyl-1H-indol-1-yl)propanamide